7-bromo-5-fluoro-2-methyl-quinazolin-4-amine BrC1=CC(=C2C(=NC(=NC2=C1)C)N)F